C1(=CCC(CC1)C(=O)O)C(=O)O 1,4-cyclohexenedicarboxylic acid